N1=C(C=CC=C1)C=1C=NC(=CC1)CNC1=C2N=CN(C2=NC(=N1)C=1C=NC=CC1)C(C)C N-([2,3'-bipyridin]-6'-ylmethyl)-9-isopropyl-2-(pyridin-3-yl)-9H-purin-6-amine